allylcarbonat C(C=C)OC([O-])=O